(3R)-1-(2-(6-cyanopyridin-3-yloxy)-4-(4-fluorophenyl)cyclopentyl)piperidin-3-ylcarbamic acid tert-butyl ester C(C)(C)(C)OC(N[C@H]1CN(CCC1)C1C(CC(C1)C1=CC=C(C=C1)F)OC=1C=NC(=CC1)C#N)=O